iron hypobromite Br[O-].[Fe+2].Br[O-]